Ethyl 3,5-dibromo-4-(3,4-dimethoxyphenyl)-1H-pyrrole-2-carboxylate BrC1=C(NC(=C1C1=CC(=C(C=C1)OC)OC)Br)C(=O)OCC